tert-Butyl 6-[4-[[4-(3-hydroxyphenyl)-2,6-dimethoxyphenyl]methyl]piperazin-1-yl]pyridazine-3-carboxylate OC=1C=C(C=CC1)C1=CC(=C(C(=C1)OC)CN1CCN(CC1)C1=CC=C(N=N1)C(=O)OC(C)(C)C)OC